5-(4-amino-1-((1,2,3,4-tetrahydroisoquinolin-6-yl)methyl)-1H-pyrazolo[3,4-d]pyrimidin-3-yl)benzo[d]oxazol-2-amine NC1=C2C(=NC=N1)N(N=C2C=2C=CC1=C(N=C(O1)N)C2)CC=2C=C1CCNCC1=CC2